[Si](C)(C)(C(C)(C)C)OCC1=CC=2C(=C(N=CC2)NCC2=CC(=C(C=C2)F)F)O1 2-(((tert-butyldimethylsilyl)oxy)methyl)-N-(3,4-difluorobenzyl)furo[2,3-c]pyridin-7-amine